C(C)(C)C=1C(=NNC1C=1C=C(C=2N(C1)N=CN2)C)C=2N=NC(=CC2)C2CCN(CC2)C 6-(4-isopropyl-3-(6-(1-methylpiperidin-4-yl)pyridazin-3-yl)-1H-pyrazol-5-yl)-8-methyl-[1,2,4]triazolo[1,5-a]pyridine